2-bromo-N-(4-((5-(1,6-dimethyl-1H-pyrazolo[3,4-b]pyridin-4-yl)-3-methyl-4,5,6,7-tetrahydro-1H-pyrazolo[4,3-c]pyridin-1-yl)methyl)bicyclo[2.2.2]oct-1-yl)acetamide BrCC(=O)NC12CCC(CC1)(CC2)CN2N=C(C=1CN(CCC12)C1=C2C(=NC(=C1)C)N(N=C2)C)C